3,5-dichlorobenzyl chloride ClC=1C=C(CCl)C=C(C1)Cl